{(2R,5S)-5-[(5-fluoropyridin-2-yl)ethynyl]-2-methylpiperidin-1-yl}[5-methyl-2-(2H-1,2,3-triazol-2-yl)phenyl]methanone FC=1C=CC(=NC1)C#C[C@@H]1CC[C@H](N(C1)C(=O)C1=C(C=CC(=C1)C)N1N=CC=N1)C